C1(=CC=CC=C1)C1=NOC(=C1)C1(CC1)C#N 1-(3-phenylisoxazol-5-yl)cyclopropanecarbonitrile